CN1C=NC2=C1C=C(C(=C2)C2=CC=CN1C(=CC=C21)C(=O)C2=CC(=C(C(=C2)F)NC(\C=C\CNC2CCC(CC2)OC)=O)F)C (E)-N-(4-(8-(1,6-dimethyl-1H-benzo[d]imidazol-5-yl)indolizine-3-carbonyl)-2,6-difluorophenyl)-4-(((1r,4r)-4-methoxycyclohexyl)amino)but-2-enamide